P(O)(=O)(OP(=O)(O)OP(=O)(O)O)OC[C@@H]1[C@H](C[C@@H](O1)N1C=NC=2C(O)=NC=NC12)OCC1=C(C=CC=C1)[N+](=O)[O-] 3'-O-(2-nitrobenzyl)-2'-deoxyinosine-5'-triphosphate